CC=1N=C(NC1C)C1=NC=CC(=C1)C=1C=NC=C(C1)C(=O)N1CC(CC1)C1=NC=CN=C1 2'-(4,5-Dimethyl-1H-imidazol-2-yl)-5-[(3-pyrazin-2-ylpyrrolidin-1-yl)carbonyl]-3,4'-bipyridin